tert-butyl-but-3-ynoxy-dimethyl-silane C(C)(C)(C)[Si](C)(C)OCCC#C